tert-Butyl-(S,E)-2-(2-(N-((2,6-diisopropylphenyl)carbamoyl)sulfamoyl)vinyl)-2-methylpyrrolidin-1-carboxylat C(C)(C)(C)OC(=O)N1[C@](CCC1)(C)\C=C\S(NC(NC1=C(C=CC=C1C(C)C)C(C)C)=O)(=O)=O